C(CC)C([C@H](N)C(=O)O)C1=CNC2=CC=C(C=C12)F β-Propyl-5-fluorotryptophan